C(C)(C)(C)C=1C=C(C=C(C1O)C(C)(C)C)CCC(=O)OCC(COC(CCC1=CC(=C(C(=C1)C(C)(C)C)O)C(C)(C)C)=O)(COC(CCC1=CC(=C(C(=C1)C(C)(C)C)O)C(C)(C)C)=O)COC(CCC1=CC(=C(C(=C1)C(C)(C)C)O)C(C)(C)C)=O pentaerythritol tetrakis[beta-(3,5-di-tert-butyl-4-hydroxyphenyl) propanoate]